2,5-Dimethoxy-3-nitroamphetamine COC1=C(CC(N)C)C=C(C=C1[N+](=O)[O-])OC